FC1=CC2=C(C(=C(S2)C(=O)OC)C2=C(C=C(C(=C2)F)F)F)C=C1 methyl 6-fluoro-3-(2,4,5-trifluorophenyl)-1-benzothiophene-2-carboxylate